C(C)OC(CCC1=NC2=CC=C(C=C2C=C1)C1=NC(=CC=C1)SC(C)C)=O 3-[6-(6-isopropylsulfanyl-pyridin-2-yl)-quinolin-2-yl]-propionic acid ethyl ester